CN(C1=CC=CC=C1)CCCO N-methyl-N-(hydroxypropyl)-aniline